2-Methyl-oxazole-5-carboxylic acid [4-methoxy-7-(tetrahydro-pyran-4-yl)-thiazolo[4,5-c]pyridin-2-yl]-amide COC1=NC=C(C2=C1N=C(S2)NC(=O)C2=CN=C(O2)C)C2CCOCC2